ClC1=CC=C(C(=N1)C(=O)NS(=O)(=O)C)N[C@H](C)C=1C=C(C=C2C(N(C(=NC12)N1C[C@@H](CCC1)C1=NC=CC=C1)C)=O)C |o1:29| 6-chloro-3-(((R)-1-(3,6-dimethyl-4-oxo-2-((R*)-3-(pyridin-2-yl)piperidin-1-yl)-3,4-dihydroquinazolin-8-yl)ethyl)amino)-N-(methylsulfonyl)picolinamide